3-[4-(4-ETHYLAMINOMETHYL-BENZYLOXY)-1-OXO-1,3-DIHYDRO-ISOINDOL-2-YL]-PIPERIDINE-2,6-DIONE HYDROCHLORIDE Cl.C(C)NCC1=CC=C(COC2=C3CN(C(C3=CC=C2)=O)C2C(NC(CC2)=O)=O)C=C1